2,2,3,4,4,4-hexafluorobutyldifluoromethyl ether FC(CC(F)(F)OC(CC(C(C(F)(F)F)F)(F)F)(F)F)(C(C(F)(F)F)F)F